Cl.COC1=CC=C2C(=CC=NC2=C1)C1=CC(=C(C=C1)O)C 4-(7-methoxyquinoline-4-yl)-2-methylphenol hydrochloride